phenetolamide C=1(C(=CC=CC1)C(=O)N)OCC